N1=C(C=CC=C1)C=1SC2=C(N1)C=CC=C2 2-(pyridin-2-yl)benzothiazole